1-bromo-5-chloro-4-iodo-2-methyl-benzene BrC1=C(C=C(C(=C1)Cl)I)C